C(C)OC(=O)C1=C(N=C(S1)NC1=NC(=CC(=N1)CC(N1CCCCC1)=O)NCC1=CC=C(C=C1)S(N)(=O)=O)C 2-[[4-(2-oxo-2-piperidin-1-yl-ethyl)-6-(4-sulfamoyl-benzylamino)2-pyrimidinyl]amino]-4-methyl-5-thiazolecarboxylic acid ethyl ester